4-[8-(4-hydroxy-4-methyl-cyclohexyl)-2-methylsulfanyl-7-oxo-pyrido[2,3-d]pyrimidin-6-yl]-8-methyl-2,3-dihydroquinoxaline-1-carboxylic acid benzyl ester C(C1=CC=CC=C1)OC(=O)N1CCN(C2=CC=CC(=C12)C)C1=CC2=C(N=C(N=C2)SC)N(C1=O)C1CCC(CC1)(C)O